elaidyl lignocerate C(CCCCCCCCCCCCCCCCCCCCCCC)(=O)OCCCCCCCC\C=C\CCCCCCCC